ClC=1C(=NC(=NC1)NC=1C=C(C=CC1C)CC(=O)N)NC1=C(C=CC=C1)OP(=O)(C)C (3-((5-chloro-4-((2-(dimethylphosphinyloxy)phenyl)amino)pyrimidin-2-yl)amino)-4-methylphenyl)acetamide